C(C)OC1=CC=C(C=C1)NC(=O)C1=NN2C(N=C(C=C2C=2C=NNC2)N2CC3=CC=CC=C3C2)=C1 N-(4-ethoxyphenyl)-5-(isoindolin-2-yl)-7-(1H-pyrazol-4-yl)pyrazolo[1,5-a]pyrimidine-2-carboxamide